O1C([C@H](NCCC1)COC1=NC(=C(C=2N=C(NC(C21)=O)Cl)F)Cl)([2H])[2H] (S)-5-((1,4-oxazepan-3-yl-2,2-d2)methoxy)-2,7-dichloro-8-fluoropyrido[4,3-d]pyrimidin-4(3H)-one